C12(CC(C1)(C2)[2H])C2CCN(CC2)C=2N=C1N(C(C2C)=O)C=C(C=C1[C@@H](C)NC1=C(C(=O)O)C=CC=C1)C (R)-2-((1-(2-(4-(bicyclo[1.1.1]pentan-1-yl-3-d)piperidin-1-yl)-3,7-dimethyl-4-oxo-4H-pyrido[1,2-a]pyrimidin-9-yl)ethyl)amino)benzoic acid